Cl.NC1(CN(C1)S(=O)(=O)C1=C(C=C(C=C1)Cl)Cl)COC1=CC(=C(C#N)C=C1)F 4-((3-amino-1-((2,4-dichlorophenyl)sulfonyl)azetidin-3-yl)methoxy)-2-fluorobenzonitrile hydrochloride